tert-butyl 2-(5-(1-ethoxyvinyl)thiophen-2-yl)morpholine-4-carboxylate C(C)OC(=C)C1=CC=C(S1)C1CN(CCO1)C(=O)OC(C)(C)C